7-((1R,3r,5S,6r)-6-(1-isopropyl-3-(trifluoromethyl)-1H-pyrazol-5-yl)bicyclo[3.1.0]hexan-3-yl)-2-thia-7-azaspiro[3.5]nonane 2,2-dioxide C(C)(C)N1N=C(C=C1C1[C@H]2CC(C[C@@H]12)N1CCC2(CS(C2)(=O)=O)CC1)C(F)(F)F